2-(3-((9-bromo-1-methyl-6,7-dihydro-5H-benzo[c][1,2,3]triazolo[1,5-a]azepin-7-yl)amino)phenyl)acetonitrile BrC1=CC2=C(C=3N(CCC2NC=2C=C(C=CC2)CC#N)N=NC3C)C=C1